C(C)(C)(C)C=1C=C(NN1)NC(NC1=CC=C(C=C1)C1CC=CC=C1)=O 1-{4-[3-(5-tert-butyl-2H-pyrazol-3-yl)-ureido]phenyl}-1H-benzene